1-(3-(tert-butyl)-1-phenyl-1H-pyrazol-5-yl)-3-(2-(methylthio)-4-((5,6,7,8-tetrahydro-1,8-naphthyridin-4-yl)oxy)phenyl)urea C(C)(C)(C)C1=NN(C(=C1)NC(=O)NC1=C(C=C(C=C1)OC1=CC=NC=2NCCCC12)SC)C1=CC=CC=C1